S1C=C(C2=C1C=CC=C2)CNC2=CC=C(C=N2)C(=O)O 6-{[(1-Benzothien-3-yl)methyl]amino}pyridine-3-carboxylic acid